C(C1CO1)C(CCC1C(C)O1)CC1CO1 diglycidyl-4,5-epoxyhexane